CC=1N=C(OC1)C1=CC2=C(O[C@H](CN2S(=O)(=O)C2=CC(=CC=C2)C(F)(F)F)CCC(=O)O)C=C1 (S)-3-(6-(4-methyloxazol-2-yl)-4-((3-(trifluoromethyl)phenyl)sulfonyl)-3,4-dihydro-2H-benzo[b][1,4]oxazin-2-yl)propanoic acid